CC1=CC(=NC=C1)C#N 4-methyl-pyridine-2-carbonitrile